6-amino-2-ethylsulfinyl-9-(p-toluylmethyl)-7H-purin-8-one NC1=C2NC(N(C2=NC(=N1)S(=O)CC)CC1=CC=C(C=C1)C)=O